CC=1C(=CC(=NC1)NC=1SC=C(N1)C1=NC=CC=C1)C(F)(F)F N-(5-methyl-4-(trifluoro-methyl)pyridin-2-yl)-4-(pyridin-2-yl)thiazol-2-amine